Aluminum Carbon Silane [SiH4].[C].[Al]